O=C1NC(CCC1C1=CC=C(C=C1)N1CCC(CC1)N(C(OC(C)(C)C)=O)CCO)=O tert-Butyl N-[1-[4-(2,6-dioxo-3-piperidyl)phenyl]-4-piperidyl]-N-(2-hydroxyethyl)carbamate